D-allo-isoleucine-methacrylamide C(C(=C)C)(=O)N.N[C@H]([C@@H](C)CC)C(=O)O